6-methoxy-3-azabicyclo[3.1.1]heptan COC1C2CNCC1C2